1-[5,5-dimethyl-3-({5-[2-(methylamino)ethoxy]pyridin-3-yl}amino)-5H-chromeno[3,4-d]pyrimidin-8-yl]pyrrolidin-2-one CC1(OC=2C=C(C=CC2C=2C1=NC(=NC2)NC=2C=NC=C(C2)OCCNC)N2C(CCC2)=O)C